OC(CC#CC1=C(C=C(C=N1)C=1C=C(C=CC1C)NC(C1=CC(=NC=C1)C(F)(F)F)=O)N1CCOCC1)(C)C N-(3-(6-(4-hydroxy-4-methylpent-1-yn-1-yl)-5-morpholinopyridin-3-yl)-4-methylphenyl)-2-(trifluoromethyl)isonicotinamide